O=C1NC2=C(S(C3=C1C=CC=C3)(=O)=O)C=CC(=C2)C(=O)NCC2=CN=C(S2)C2=CC=C(C=C2)OCC2CCNCC2 11-oxo-N-((2-(4-(piperidin-4-ylmethoxy)phenyl)thiazol-5-yl)methyl)-10,11-dihydrodibenzo[b,f][1,4]thiazepine-8-carboxamide 5,5-dioxide